ClC=1C(=C(C=CC1F)N(C(=O)C1N(NC(C1)=O)C1=NC(=CC(=C1)C(F)(F)F)C)C)F N-(3-chloro-2,4-difluorophenyl)-N-methyl-2-(6-methyl-4-(trifluoromethyl)-pyridin-2-yl)-5-oxopyrazolidine-3-carboxamide